1-(3,5-dichloropyridin-4-yl)-N-(6-methylpyrimidin-4-yl)-1H-pyrazolo[4,3-c]pyridin-6-amine ClC=1C=NC=C(C1N1N=CC=2C=NC(=CC21)NC2=NC=NC(=C2)C)Cl